(methyl)acrylic acid, sodium salt [Na+].CC(C(=O)[O-])=C